ClC=1C=C(C=2NC3=CC=C(C=C3C2C1)NC1=CC(=C(C=C1)Cl)Cl)NCCNC(OC(C)(C)C)=O tert-butyl 2-(3-chloro-6-(3,4-dichlorophenylamino)-9H-carbazol-1-ylamino)ethylcarbamate